3,4-dichloro-2-(2-ethyl-2,4,5,6-tetrahydrocyclopenta[c]pyrazol-5-yl)phenol ClC=1C(=C(C=CC1Cl)O)C1CC=2C(=NN(C2)CC)C1